3-((7-(5-(Difluoromethyl)-1H-pyrazol-4-yl)-4-oxoquinazolin-3(4H)-yl)methyl)-N-(methyl-d3)benzamide FC(C1=C(C=NN1)C1=CC=C2C(N(C=NC2=C1)CC=1C=C(C(=O)NC([2H])([2H])[2H])C=CC1)=O)F